N-[7-bromo-5-{4-(trifluoromethyl)phenoxy}-2,3-dihydrobenzofuran-3-yl]acrylamide BrC1=CC(=CC=2C(COC21)NC(C=C)=O)OC2=CC=C(C=C2)C(F)(F)F